Ethylenglycol mono-n-propyl ether C(CC)OCCO